ClC=1C=CC(=C(C1)C1CC(C(N1C)=O)=C)C=1C=NN(C1)C 5-(5-chloro-2-(1-methyl-1H-pyrazol-4-yl)phenyl)-1-methyl-3-methylenepyrrolidin-2-one